O=C1N(C(C=C1)=O)CCCC(=O)NNC(=O)OC(C)(C)C tert-Butyl 2-(4-(2,5-dioxo-2,5-dihydro-1H-pyrrol-1-yl)butanoyl)-hydrazinecarboxylate